3-(((8R,9S,13S,14S,17S)-3-(3-Chloropropoxy)-13-methyl-7,8,9,11,12,13,14,15,16,17-decahydro-6H-cyclopenta[a]phenanthren-17-yl)oxy)propan-1-ol ClCCCOC=1C=CC=2[C@H]3CC[C@@]4([C@H](CC[C@H]4[C@@H]3CCC2C1)OCCCO)C